C(C1=CC=CC=C1)C1(COC1)NC(=O)C1CNCCC1 piperidine-3-carboxylic acid (3-benzyl-oxetan-3-yl)-amide